1-[[2-(2-methoxy-3-pyridyl)pyrrolo[3,2-c]pyridin-5-yl]methyl]benzotriazole COC1=NC=CC=C1C1=CC2=CN(C=CC2=N1)CN1N=NC2=C1C=CC=C2